6-chloro-4-((3-cyano-2-methoxyphenyl)amino)-N-(trideuteriomethyl)pyridazine-3-carboxamide ClC1=CC(=C(N=N1)C(=O)NC([2H])([2H])[2H])NC1=C(C(=CC=C1)C#N)OC